Benzyl D-isovalinate N[C@](C)(CC)C(=O)OCC1=CC=CC=C1